methyl 3-(5-amino-1,3,4-thiadiazol-2-yl)propanoate NC1=NN=C(S1)CCC(=O)OC